C(C)N1C(=NC=2C1=NC(=CC2)C(=O)NC2=CC(=CC=C2)S(=O)(=O)C)C(C(F)(F)F)(O)C2=CC=C(C=C2)F 3-Ethyl-N-(3-(methylsulfonyl)phenyl)-2-(2,2,2-trifluoro-1-(4-fluorophenyl)-1-hydroxyethyl)-3H-imidazo[4,5-b]pyridine-5-carboxamide